2,4-diamino-6-(imidazo[1,2-a]pyrazin-2-yl)phenol NC1=C(C(=CC(=C1)N)C=1N=C2N(C=CN=C2)C1)O